4-((2R,3S,5S)-3-(3,4-difluoro-2-methoxyphenyl)-5-methyl-5-(2,2,2-trifluoroethyl)tetrahydrofuran-2-carboxamido)picolinamide FC=1C(=C(C=CC1F)[C@H]1[C@@H](O[C@@](C1)(CC(F)(F)F)C)C(=O)NC1=CC(=NC=C1)C(=O)N)OC